C(CC)S(=O)(=O)NC1=CC=C(C=C1)C1=NNC(=C1C(=O)N)NC1=NC=CN=C1 3-(4-(propylsulfonamido)phenyl)-5-(pyrazin-2-ylamino)-1H-pyrazole-4-carboxamide